Europium(II) 1,5,9,13,17-pentaazacycloicosane N1CCCNCCCNCCCNCCCNCCC1.[Eu+2]